C(C1=CC=CC=C1)C(C(=O)O)CCCCCCCCCC.C(CCCCCCCCCCC)(=O)OCC1=CC=CC=C1 Benzyl Laurate (benzyl dodecanoate)